C(#N)CC1(CN(C1)C1CCN(CC1)CC=1C(=C(C#N)C(=CC1)N(C)C)F)N1N=CC(=C1)C=1C2=C(N=CN1)NC=C2 3-[(4-{3-(cyanomethyl)-3-[4-(7H-pyrrolo[2,3-d]pyrimidin-4-yl)-1H-pyrazol-1-yl]azetidin-1-yl}piperidin-1-yl)methyl]-6-(dimethylamino)-2-fluorobenzonitrile